(3Z)-6-(octyloxymethoxy)-3-hexenyl-lithium C(CCCCCCC)OCOCC\C=C/CC[Li]